CC1(OCCC(C1)N1C[C@@H]2[C@H](C1)CC(C2)NC2=CC=C(N=N2)C2=CC=C(C=C2)CC(=O)N)C (4-(6-(((3aR,5r,6aS)-2-(2,2-dimethyl-tetrahydro-2H-pyran-4-yl)octahydrocyclopenta[c]pyrrol-5-yl)amino)pyridazin-3-yl)phenyl)acetamide